C(C)N1C(NC2=C(C1=O)C=NC(=C2)CN2CCN(CC2)C=2C=CC(=NC2C)C(=O)NC)=O 5-(4-((3-ethyl-2,4-dioxo-1,2,3,4-tetrahydropyrido[4,3-d]pyrimidin-7-yl)methyl)piperazin-1-yl)-N,6-dimethylpicolinamide